N-((3S,5S)-1-(7-(8-ethynyl-3-hydroxynaphthalen-1-yl)-8-fluoro-2-((tetrahydro-1H-pyrrolizin-7a(5H)-yl)methoxy)pyrido[4,3-d]pyrimidin-4-yl)-5-hydroxy-5-methylazepan-3-yl)acrylamide C(#C)C=1C=CC=C2C=C(C=C(C12)C1=C(C=2N=C(N=C(C2C=N1)N1C[C@H](C[C@@](CC1)(C)O)NC(C=C)=O)OCC12CCCN2CCC1)F)O